C(C)(C)(C)OC(=O)N1CC(N(CC1)C(C1=CC=CC=C1)C1=C(C=CC=C1)Br)COC(C)=O 3-(acetoxymethyl)-4-((2-bromophenyl)(phenyl)methyl)piperazine-1-carboxylic acid tert-butyl ester